5-(dimethylamino)-2-mesitylimidazo[1,5-a]pyridin-2-ium chloride [Cl-].CN(C1=CC=CC=2N1C=[N+](C2)C2=C(C=C(C=C2C)C)C)C